N1=NN(C2=NC=CC=C21)C2=CC(=C(C(=O)N([C@H]1CNCCC1)C1=NC=CC3=C1C=C(S3)C3=CC=C(C=C3)C(C)(C)O)C=C2)F (R)-4-(3H-[1,2,3]triazolo[4,5-b]pyridin-3-yl)-2-fluoro-N-(2-(4-(2-hydroxypropan-2-yl)phenyl)thieno[3,2-c]pyridin-4-yl)-N-(piperidin-3-yl)benzamide